1,3-bis(2',4',6'-trimethylphenyl)-imidazolinium CC1=C(C(=CC(=C1)C)C)[NH+]1CN(CC1)C1=C(C=C(C=C1C)C)C